Cl.FC1(CNCCC1=O)F 3,3-difluoro-4-piperidone hydrochloride